(R)-methyl 4-fluoro-2-hydroxybutanoate FCC[C@H](C(=O)OC)O